CS(=O)(=O)OCC=1N=C(SC1Br)C(C)C (5-bromo-2-isopropyl-thiazol-4-yl)methyl methanesulfonate